1,4-dibromo-2-butene bromide [Br-].BrCC=CCBr